5-chloro-2-[4-({2-[2-(2,6-dioxopiperidin-3-yl)-1,3-dioxo-2,3-dihydro-1H-isoindol-5-yl]-2-azaspiro[3.3]heptan-6-yl}oxy)piperidin-1-yl]pyrimidin ClC=1C=NC(=NC1)N1CCC(CC1)OC1CC2(CN(C2)C=2C=C3C(N(C(C3=CC2)=O)C2C(NC(CC2)=O)=O)=O)C1